ClC=1C=C(C=CC1F)N=C=O 3-chloro-4-fluorophenylisocyanate